O=C1[C@@]2(C[C@H](N(C2)C(=O)[O-])C(=O)OCC)CCCN1 3-ethyl (3S,5R)-6-oxo-2,7-diazaspiro[4.5]decane-2,3-dicarboxylate